2,4-dimethylpyridin-3-amine CC1=NC=CC(=C1N)C